C(C)(C)(C)C1[C@@H]([C@@H](N2CCC=C12)CCO)CO tert-butyl-(2s,3s,7ar)-3-(2-hydroxyethyl)-2-(hydroxymethyl)-tetrahydro-1H-pyrrolizine